2-chloromethylpyridinium iodide [I-].ClCC1=[NH+]C=CC=C1